COC1[C@@H]([C@@]2([C@H](O1)[C@@H](CC2)O)O)O (3R,3aS,6R,6aR)-2-methoxyhexahydro-2H-cyclopenta[b]furan-3,3a,6-triol